3-[3-(4-triflylphenyl)-1-bicyclo[1.1.1]pentanyl]azetidine S(=O)(=O)(C(F)(F)F)C1=CC=C(C=C1)C12CC(C1)(C2)C2CNC2